N1,N9-bis(2-aminoethyl)-2,8-dibromononanedioamide NCCNC(C(CCCCCC(C(=O)NCCN)Br)Br)=O